COCC=1C=C(C=CC1)C1=NNC=C1C=1N=C2C=C(C=NC2=CC1)C=1C=NN(C1)CCNC 2-[4-[6-[3-[3-(methoxymethyl)phenyl]-1H-pyrazol-4-yl]-1,5-naphthyridin-3-yl]pyrazol-1-yl]-N-methylethanamine